O=C1C(=CN=C(N1CC(=O)O)C1=CC=CC=C1)C1=CC=CC=C1 2-(6-oxo-2,5-diphenylpyrimidin-1(6H)-yl)acetic acid